1,5,5-trimethylimidazolidine-2,4-dione CN1C(NC(C1(C)C)=O)=O